BrC=1C=C(C=CC1)N1C(=NC=C1)C1=NN=CN1C 3-[1-(3-Bromophenyl)imidazol-2-yl]-4-methyl-1,2,4-triazole